methyl 1-(4-(3-fluoro-5-(trifluoromethyl) benzyl) pyridin-2-yl)-4-formyl-1H-pyrazole-3-carboxylate FC=1C=C(CC2=CC(=NC=C2)N2N=C(C(=C2)C=O)C(=O)OC)C=C(C1)C(F)(F)F